N[C@@H]1CN(CCC1)C1=CC(=NC=C1C=1C=NN(C1)C1COC1)NC1=NC(=NC=C1)C1=C(C=CC=C1OC)F (S)-N-(4-(3-aminopiperidin-1-yl)-5-(1-(oxetan-3-yl)-1H-pyrazol-4-yl)pyridin-2-yl)-2-(2-fluoro-6-methoxyphenyl)pyrimidin-4-amine